(S)-1-((6-fluoro-2',4-dimethyl-[2,4'-bipyridin]-5-yl)oxy)-2,4-dimethylpentan-2-amine FC1=C(C(=CC(=N1)C1=CC(=NC=C1)C)C)OC[C@](CC(C)C)(N)C